(S)-4-(4-hydroxypiperidin-1-yl)-2-((S)-2-(4-oxo-4-phenylbutanoyl)-1,2,3,4-tetrahydroisoquinoline-3-carboxamido)butanoic acid OC1CCN(CC1)CC[C@@H](C(=O)O)NC(=O)[C@H]1N(CC2=CC=CC=C2C1)C(CCC(C1=CC=CC=C1)=O)=O